((2R,7aS)-2-Fluoro-5-methyltetrahydro-1H-pyrrolizin-7a(5H)-yl)methanol F[C@@H]1C[C@@]2(CCC(N2C1)C)CO